(4-(1H-1,2,3-triazol-1-yl)phenyl)methylamine N1(N=NC=C1)C1=CC=C(C=C1)CN